1-Chloroethyl carbonate C(OC(C)Cl)([O-])=O